Tert-butyl N-{[2-(dimethylamino)ethyl][1-(propan-2-yl)-1H-pyrazol-4-yl]sulfamoyl}carbamate CN(CCN(S(=O)(=O)NC(OC(C)(C)C)=O)C=1C=NN(C1)C(C)C)C